C(N)(=O)C=1N(C2=CC(=CC=C2C1)OC(F)(F)F)C1=CC=CC(=N1)CNC(OC(C)(C)C)=O tert-butyl ((6-(2-carbamoyl-6-(trifluoromethoxy)-1H-indol-1-yl)pyridin-2-yl)methyl)carbamate